C1(CC1)C1=C(C(=NO1)C1=C(C=CC=C1Cl)Cl)\C=C/C1(CCN(CC1)C(=O)OC(C)(C)C)C (Z)-tert-butyl 4-(2-(5-cyclopropyl-3-(2,6-dichlorophenyl) isoxazol-4-yl) vinyl)-4-methylpiperidine-1-carboxylate